[Zr].C12(CC3CC(CC(C1)C3)C2)C2=C(C(=CC(=C2)C)C2=C(C=CC=C2)N(CCCOC)C2=C(C(=CC(=C2)C)C(C)(C)C)O)O [3-((1s,3s)-adamantan-1-yl)-2'-((3-tert-butyl-2-hydroxy-5-methylphenyl)(3-methoxypropyl)amino)-5-methyl-[1,1'-biphenyl]-2-ol] zirconium